(diamylphenoxy)ethanol C(CCCC)C=1C(=C(OC(C)O)C=CC1)CCCCC